endo-azanorbornane N12CCC(CC1)C2